FC=1C=C(C=C(C1)F)C(C)OC=1C=C2C(=NNC2=CC1)C1=NC2=C(N1)CN(C2)CCC2CCN(CC2)C 5-(1-(3,5-Difluorophenyl)ethoxy)-3-(5-(2-(1-Methylpiperidin-4-yl)ethyl)-1,4,5,6-Tetrahydropyrrolo[3,4-d]imidazol-2-yl)-1H-Indazol